4-p-sulfophenylazo-1-p-sulfophenyl-5-hydroxypyrazole-3-carboxylic acid sodium salt [Na+].S(=O)(=O)([O-])C1=CC=C(C=C1)N=NC=1C(=NN(C1O)C1=CC=C(C=C1)S(=O)(=O)[O-])C(=O)[O-].[Na+].[Na+]